N,N-di(4-isopropylcyclohexyl)-5-(4-n-pentylcyclohexylcarbonylamino)isophthalamide C(C)(C)C1CCC(CC1)N(C(C1=CC(C(=O)N)=CC(=C1)NC(=O)C1CCC(CC1)CCCCC)=O)C1CCC(CC1)C(C)C